CN1N=NC=2C1=NC=C(C2C)[C@H](CC(=O)OCC)C=2C=C(C1=C(C=CS1)C2)CN2CC1=C(C[C@@H](C2)CC)C=CC=N1 ethyl (3R)-3-(3,7-dimethyl-3H-[1,2,3]triazolo[4,5-b]pyridin-6-yl)-3-(7-{[(6S)-6-ethyl-5,6,7,9-tetrahydro-8H-pyrido[2,3-c]azepin-8-yl]methyl}-1-benzothiophen-5-yl)propanoate